(S,E)-3-(4-((2-(5-(4-chlorophenyl)-6,7-dimethyl-2-oxo-2,3-dihydro-1H-thieno[2,3-e][1,4]diazepin-3-yl)acetamido)methyl)phenyl)acrylic acid ClC1=CC=C(C=C1)C=1C2=C(NC([C@@H](N1)CC(=O)NCC1=CC=C(C=C1)/C=C/C(=O)O)=O)SC(=C2C)C